NC1=NC=2C=CC(=CC2C2=C1C=NN2C)C(=O)N(C)[C@@H]2COC1=C2C=CC(=C1)C=1C=NC(=CC1)F 4-amino-N-((3S)-6-(6-fluoro-3-pyridinyl)-2,3-dihydro-1-benzofuran-3-yl)-N,1-dimethyl-1H-pyrazolo[4,3-c]quinoline-8-carboxamide